N-Fmoc-S-(4-methoxybenzyl)-L-cysteine C(=O)(OCC1C2=CC=CC=C2C2=CC=CC=C12)N[C@@H](CSCC1=CC=C(C=C1)OC)C(=O)O